1,4-bis(4-aminophenoxy)-2,3-bis(trifluoromethyl)benzene NC1=CC=C(OC2=C(C(=C(C=C2)OC2=CC=C(C=C2)N)C(F)(F)F)C(F)(F)F)C=C1